ClC=1C(=CC(=C2C(CCC12)C1CC1)OS(=O)(=O)C(F)(F)F)F 7-chloro-3-cyclopropyl-6-fluoro-2,3-dihydro-1H-inden-4-yl-triflic acid